O=C1C2C(CN3C=C(C(C=C13)=O)C(=O)N)OCCC2 5,7-dioxo-2,3,4,4a,5,7,11,11a-octahydropyrano[3,2-b]quinolizine-8-carboxamide